2-allyl-6-methoxy-1,2-benzisothiazol-3(2H)-one-1,1-dioxide C(C=C)N1S(C2=C(C1=O)C=CC(=C2)OC)(=O)=O